4,4',5,5'-tetramethylbenzidine CC1(C=CC(C=C1C)=C1C=CC(N)(C(=C1)C)C)N